N1(CCCCC1)C1CCCCC1 piperidinocyclohexane